Tert-butyl 9-hydroxyimino-3-azaspiro[5.5]undecane-3-carboxylate ON=C1CCC2(CCN(CC2)C(=O)OC(C)(C)C)CC1